(Z)-4-((4-((6-chloro-7-fluoro-1H-indol-3-yl)methylene)-2,5-dioxoimidazolidin-1-yl)methyl)-2,3-difluorobenzonitrile ClC1=CC=C2C(=CNC2=C1F)\C=C\1/NC(N(C1=O)CC1=C(C(=C(C#N)C=C1)F)F)=O